FC(C=CCO)(C(C(F)(F)F)(F)F)C(F)(F)F 4,5,5,6,6,6-hexafluoro-4-(trifluoromethyl)-2-hexen-1-ol